2-(2-adamantyl)-N-[2-[(2-hydroxyphenyl)methyl]-1H-benzimidazol-5-yl]acetamide beryllium-copper [Cu].[Be].C12C(C3CC(CC(C1)C3)C2)CC(=O)NC2=CC3=C(NC(=N3)CC3=C(C=CC=C3)O)C=C2